(7-((6-(tert-Butyl)pyridin-2-yl)oxy)-2-azaspiro[3.5]nonan-2-yl)((1s,3s)-3-hydroxy-3-methylcyclobutyl)methanone C(C)(C)(C)C1=CC=CC(=N1)OC1CCC2(CN(C2)C(=O)C2CC(C2)(C)O)CC1